Cl.Cl.NC1=CC=C2C(=CC(OC2=C1)=O)C 7-amino-4-methylcoumarin dihydrochloride